C(C)CCCCC(O)O 5-ethyl-pentanediol